N-(5-cyclopropylpyrazin-2-yl)-1,1-diphenylmethanimine C1(CC1)C=1N=CC(=NC1)N=C(C1=CC=CC=C1)C1=CC=CC=C1